N-(3-methylbut-2-en-1-yl)-N-(1,3-dimethyl-2,4-dioxo-1,2,3,4-tetrahydropyrimidin-5-yl)-3-(4-(4-fluorobenzoyl)piperazin-1-yl)propionamide lithium [Li].CC(=CCN(C(CCN1CCN(CC1)C(C1=CC=C(C=C1)F)=O)=O)C=1C(N(C(N(C1)C)=O)C)=O)C